tert-butyl (R)-4-(7-(3,4-dimethoxyphenyl)pyrazolo[1,5-a]pyrimidine-2-carbonyl)-2-methylpiperazine-1-carboxylate COC=1C=C(C=CC1OC)C1=CC=NC=2N1N=C(C2)C(=O)N2C[C@H](N(CC2)C(=O)OC(C)(C)C)C